((3-(2-methoxyphenyl)allyl)amino)-3-(naphthalen-1-yloxy)propan-2-ol COC1=C(C=CC=C1)C=CCNCC(COC1=CC=CC2=CC=CC=C12)O